acetyl-isobutyryl peroxide C(C)(=O)OOC(C(C)C)=O